ClC1=CC=CC(=N1)C1=NC(=NO1)C=NNC1=NC=C(C=C1)C(F)(F)F 2-[2-[(5-(6-chloropyridin-2-yl)-1,2,4-oxadiazol-3-yl)methylidene]hydrazino]-5-(trifluoromethyl)-pyridine